4-[3-(4-Bromo-2,6-dichlorobenzoyl)-2,4-dihydro-1,3-benzoxazin-8-yl]-2-(3-oxa-8-azabicyclo[3.2.1]oct-8-yl)benzoic acid methyl ester COC(C1=C(C=C(C=C1)C1=CC=CC=2CN(COC21)C(C2=C(C=C(C=C2Cl)Br)Cl)=O)N2C1COCC2CC1)=O